N,N-diethyl-3-methylazetidin-3-amine C(C)N(C1(CNC1)C)CC